ethyl 2-(2-amino-3-pyridyl)-5-fluoro-6-(5-methyl-1-tetrahydropyran-2-yl-indazol-4-yl)pyrimidine-4-carboxylate NC1=NC=CC=C1C1=NC(=C(C(=N1)C(=O)OCC)F)C1=C2C=NN(C2=CC=C1C)C1OCCCC1